BrC1=CC(=C(C=C1)NC=1C(=CN(C(C1)=O)C)C(=O)O)Cl 4-[(4-bromo-2-chlorophenyl)amino]-1-methyl-6-oxo-1,6-dihydropyridine-3-carboxylic acid